C1(=CC=CC=C1)C1=NC(=NC(=N1)C1=CC=CC=C1)C1=CC2=C(OC3=C2C=C(C=C3)C3=NC(=NC(=N3)C3=CC=CC=C3)C3=CC=CC=C3)C=C1 2,8-bis(4,6-diphenyl-1,3,5-triazin-2-yl)dibenzo[b,d]Furan